CC=1N=C(C2=C(N1)OC=C2C(=O)NC2=NC(=CN=C2)C)NC2(CC2)C methyl-4-[(1-methylcyclopropyl)amino]-N-(6-methylpyrazin-2-yl)furo[2,3-d]pyrimidine-5-carboxamide